FC=1C=C(C=CC1OC1=C2C(=NC=C1)NC(N2C2CCOCC2)=O)C=2N(C(=C(N2)C(=O)N)C(F)(F)F)C2=CC=CC=C2 (3-fluoro-4-((2-keto-1-(tetrahydro-2H-pyran-4-yl)-2,3-dihydro-1H-imidazo[4,5-b]pyridin-7-yl)oxy)phenyl)-1-phenyl-5-(trifluoromethyl)-1H-imidazole-4-carboxamide